FC(CN(C(C1=C(C=CC(=C1)F)C=1C=2N(C=C(C1)[C@@H]1CN(CC1)C[C@H]1OC[C@@H](CC1)NS(=O)(=O)CC)C(=NC2)C)=O)C(C)C)F N-(2,2-difluoroethyl)-2-{6-[(3R)-1-{[(2S,5R)-5-ethylsulfonylaminooxan-2-yl]methyl}pyrrolidin-3-yl]-3-methylimidazo[1,5-a]pyridin-8-yl}-5-fluoro-N-(isopropyl)benzamide